2-cyano(mesityl)-3-(3-(4-methyl-1H-imidazol-1-yl)propyl)guanidine C(#N)N=C(NC1=C(C=C(C=C1C)C)C)NCCCN1C=NC(=C1)C